OC=1C=C2CCCC(C2=CC1)=O 6-hydroxy-3,4-dihydro-1(2H)-naphthalenone